(4-chloro-7-phenylpyrazolo[1,5-a]pyridin-3-yl)(3-((o-tolyloxy)methyl)piperidin-1-yl)-methanone ClC=1C=2N(C(=CC1)C1=CC=CC=C1)N=CC2C(=O)N2CC(CCC2)COC2=C(C=CC=C2)C